C1(CCC(CC)O1)=O δ-Hexanolactone